NC(CC)C1=NC(=CC2=C1CN(C2=O)C2=NC(=CC=C2)C2=NN=CN2CC)C2(CC2)C 4-[(1ξ)-1-aminopropyl]-2-[6-(4-ethyl-4H-1,2,4-triazol-3-yl)pyridin-2-yl]-6-(1-methylcyclopropyl)-2,3-dihydro-1H-pyrrolo[3,4-c]pyridin-1-one